CN(C/C=C/C(=O)N1C2CN(CC1C2)C(=O)C=2OC(=CN2)C)C (e)-4-(dimethylamino)-1-(3-(5-methyloxazole-2-carbonyl)-3,6-diazabicyclo[3.1.1]heptan-6-yl)but-2-en-1-one